3-[5-chloro-6-[4-(2,2,2-trifluoroethyl)piperazin-1-yl]pyridin-3-yl]-1,2-oxazole-5-carboxylic acid ClC=1C=C(C=NC1N1CCN(CC1)CC(F)(F)F)C1=NOC(=C1)C(=O)O